(2R,3S,5R)-4-[[3-(3-Ethyl-4-fluoro-2-methoxy-phenyl)-5-methyl-5-(trifluoromethyl)tetrahydrofuran-2-carbonyl]amino]pyridin-2-carboxamid C(C)C=1C(=C(C=CC1F)[C@H]1[C@@H](O[C@](C1)(C(F)(F)F)C)C(=O)NC1=CC(=NC=C1)C(=O)N)OC